dimethylazanium hexafluorophosphate F[P-](F)(F)(F)(F)F.C[NH2+]C